NC1C(CN(CC1)C1=CC(=CC(=N1)C1=NC2=CC(=NC=C2C=C1)CNC(C1=CN=C(C(=C1)S(=O)(=O)C)C)=O)F)(F)F N-((2-(6-(4-amino-3,3-difluoropiperidin-1-yl)-4-fluoropyridin-2-yl)-1,6-naphthyridin-7-yl)methyl)-6-methyl-5-(methylsulfonyl)nicotinamide